C(C=C)(=O)N1[C@@H](C[C@H](CC1)N1C=NC=2C(=NC=3C(=C(C(=CC3C21)Cl)C=2C=NC=CC2C)F)N2CC(C2)N(C)C)CC#N ((2S,4S)-1-acryloyl-4-(8-chloro-4-(3-(dimethylamino)azetidin-1-yl)-6-fluoro-7-(4-methylpyridin-3-yl)-1H-imidazo[4,5-c]quinolin-1-yl)piperidin-2-yl)acetonitrile